C(#N)CNC(CN1CCC(CC1)C=O)=O N-(CYANOMETHYL)-2-(4-FORMYLPIPERIDIN-1-YL)ACETAMIDE